5-(4-(methylsulfonyl)phenyl)-2-(1-tosyl-1,2,3,6-tetrahydropyridin-4-yl)thiazolo[5,4-b]pyridin CS(=O)(=O)C1=CC=C(C=C1)C1=CC=C2C(=N1)SC(=N2)C=2CCN(CC2)S(=O)(=O)C2=CC=C(C)C=C2